1-(4-(4-(4-((Tert-butyldimethylsilyl)oxy)phenyl)tetrahydro-2H-pyran-4-yl)phenyl)ethan-1-one [Si](C)(C)(C(C)(C)C)OC1=CC=C(C=C1)C1(CCOCC1)C1=CC=C(C=C1)C(C)=O